2-(1-(1-methoxyisoquinolin-5-yl)-5-(trifluoromethyl)-1H-pyrazol-4-yl)-5-(trifluoromethyl)-1,6-naphthyridin-4(1H)-one COC1=NC=CC2=C(C=CC=C12)N1N=CC(=C1C(F)(F)F)C=1NC2=CC=NC(=C2C(C1)=O)C(F)(F)F